N-[(6-Amino-2-pyridyl)sulfonyl]-2-[(2R,5S)-2,5-dimethylpyrrolidin-1-yl]-6-[6-(1-ethylpropylamino)-3-pyridyl]pyridin-3-carboxamid NC1=CC=CC(=N1)S(=O)(=O)NC(=O)C=1C(=NC(=CC1)C=1C=NC(=CC1)NC(CC)CC)N1[C@@H](CC[C@@H]1C)C